C(C)(C)(C)OC(=O)N1CCN(CC1)C1=C(C=C(C=C1)C#N)OC(F)(F)F 4-(4-cyano-2-(trifluoromethoxy)phenyl)piperazine-1-carboxylic acid tert-butyl ester